F[B-](F)(F)F.C1(CCCCC1)[PH+](C1=CC(=CC(=C1)OC(F)(F)F)OC(F)(F)F)C1CCCCC1 dicyclohexyl-(3,5-di-(trifluoromethoxy)phenyl)phosphonium tetrafluoroborate